tert-butyl 2-chloro-6-[3-[2-[1-(trifluoromethyl)cyclopropyl]ethoxy]pyrazol-1-yl]pyridine-3-carboxylate ClC1=NC(=CC=C1C(=O)OC(C)(C)C)N1N=C(C=C1)OCCC1(CC1)C(F)(F)F